N1=NC=C(C=C1)C1=CC=C(N1)C(=O)OC methyl 5-(pyridazin-4-yl)-1H-pyrrole-2-carboxylate